C(=O)OCCC1=CC=CC=C1 PHENYLETHYL FORMATE